C(CCCC(=O)O)(=O)O.CC(CO)CO 2-methyl-1,3-propanediol glutarate